(S)-N'-((3-ethyl-2-(trifluoromethyl)-6,7-dihydro-5H-cyclopenta[b]pyridin-4-yl)carbamoyl)-3-fluoro-5-(2-hydroxypropan-2-yl)thiophene-2-sulfonimidamide C(C)C=1C(=C2C(=NC1C(F)(F)F)CCC2)NC(=O)N=[S@@](=O)(N)C=2SC(=CC2F)C(C)(C)O